N1=NN(C2=NC=CC=C21)C2=CC(=C(C(=O)N(C1=NC=CC3=CC=C(C=C13)C(N)=O)[C@H]1CN(CCC1)C(=O)OC(C)(C)C)C=C2)F tert-butyl (R)-3-(4-(3H-[1,2,3]triazolo[4,5-b]pyridin-3-yl)-N-(7-carbamoylisoquinolin-1-yl)-2-fluorobenzamido)piperidine-1-carboxylate